methyl N-(3-((tert-butoxycarbonyl) (methyl) amino) propanoyl)-N-methyl-L-valinate C(C)(C)(C)OC(=O)N(CCC(=O)N([C@@H](C(C)C)C(=O)OC)C)C